C(OCCCCCCBr)(OCCCCCCC(C(F)(F)F)(F)F)=O 6-bromohexyl (7,7,8,8,8-pentafluorooctyl) Carbonate